N'-[(2S,3R)-2-[(4'-bromo-2-fluoro-3'-methyl[1,1'-biphenyl]-3-yl)methyl]-4,4-difluoro-1-(1-hydroxycyclobutane-1-carbonyl)pyrrolidin-3-yl]-N,N-dimethyl-sulfuric diamide BrC1=C(C=C(C=C1)C1=C(C(=CC=C1)C[C@@H]1N(CC([C@@H]1NS(N(C)C)(=O)=O)(F)F)C(=O)C1(CCC1)O)F)C